C12COCC(CC1)N2C2=C(OC1CCN(CC1)C(=O)N1N=C(C=C1)NS(=O)(=O)C)C=CC(=C2)C(F)(F)F N-(1-(4-(2-(3-Oxa-8-azabicyclo[3.2.1]octan-8-yl)-4-(trifluoromethyl)phenoxy)piperidine-1-carbonyl)-1H-pyrazol-3-yl)methanesulfonamide